N[C@H](C(=O)O)CCNCC1=C(C=CC=C1)NC(C1=CC(=CC=C1)OC)=O (S)-2-amino-4-((2-(3-methoxybenzamido)benzyl)amino)butanoic acid